3-Chloro-5-(2-(4-((2-(4-(1-(pyrrolidin-3-ylmethyl)pyrrolidin-3-yl)piperazin-1-yl)Pyrimidin-4-yl)methoxy)phenyl)propan-2-yl)benzonitrile ClC=1C=C(C#N)C=C(C1)C(C)(C)C1=CC=C(C=C1)OCC1=NC(=NC=C1)N1CCN(CC1)C1CN(CC1)CC1CNCC1